C(CC)(=O)ON[P@](=O)(OC1=CC=CC=C1)OC[C@H]1O[C@@]([C@@H]([C@@H]1O)O)(C#N)C1=CC=C2C(=NC=NN21)N ((R)-((((2R,3S,4R,5R)-5-(4-aminopyrrolo[2,1-f][1,2,4]triazin-7-yl)-5-cyano-3,4-dihydroxytetrahydrofuran-2-yl) methoxy) (phenoxy) phosphoryl) amino) propionate